2-((S)-1-(4-(6-((1-(2,2-difluoroethyl)-1H-indazol-6-yl)methoxy)pyridine-2-yl)piperidin-1-yl)ethyl)-3-(((S)-oxetan-2-yl)methyl)-3H-imidazo[4,5-b]pyridine-5-carboxylic acid FC(CN1N=CC2=CC=C(C=C12)COC1=CC=CC(=N1)C1CCN(CC1)[C@@H](C)C1=NC=2C(=NC(=CC2)C(=O)O)N1C[C@H]1OCC1)F